ClC1=CC(=C(C=C1)C1=NC(=NC2=C1N=C(N(C2=O)C)C)C2CC(OCC2)C=2C=NN(C2)C)F (4-chloro-2-fluorophenyl)-2,3-dimethyl-6-(2-(1-methyl-1H-pyrazol-4-yl)tetrahydro-2H-pyran-4-yl)pyrimido[5,4-d]pyrimidin-4(3H)-one